6-(1-((6-chloro-5-methylpyridin-3-yl)sulfonyl)piperidin-4-yl)-7-methyl-[1,2,4]triazolo[1,5-a]pyridine ClC1=C(C=C(C=N1)S(=O)(=O)N1CCC(CC1)C=1C(=CC=2N(C1)N=CN2)C)C